C1(CC1)CNCC1=C(C=CC=C1)C1=CC=C(C=C1)C=1C=C(C2=C(NC(=N2)C)C1)C(=O)O 6-(2'-(((cyclopropylmethyl)amino)methyl)-[1,1'-biphenyl]-4-yl)-2-methyl-1H-benzo[d]imidazole-4-carboxylic acid